(Z)-3-((3-((dimethylamino)methyl)phenylamino)(phenyl)methylene)-N,N-dimethyl-2-oxoindoline-6-carboxamide CN(C)CC=1C=C(C=CC1)N\C(=C\1/C(NC2=CC(=CC=C12)C(=O)N(C)C)=O)\C1=CC=CC=C1